FC(C1=NC=CC=C1C1=NNC2=NC(=NC(=C21)C#N)N2CCC1(CC2)[C@@H](C=2C(=NC=CC2)C1)N[S@](=O)C(C)(C)C)(F)F (R)-N-((S)-1'-(3-(2-(trifluoromethyl)pyridin-3-yl)-4-cyano-1H-pyrazolo[3,4-d]pyrimidin-6-yl)-5,7-dihydrospiro[cyclopenta[b]pyridin-6,4'-piperidin]-5-yl)-2-methylpropan-2-sulfinamide